3-amino-4-(methylamino)-1-phenyl-7-((2,2,2-trifluoroethyl)amino)-1,8-naphthyridin-2(1H)-one NC=1C(N(C2=NC(=CC=C2C1NC)NCC(F)(F)F)C1=CC=CC=C1)=O